C[Si]12O[Si]3(O[Si]4(O[Si](O1)(O[Si]5(O[Si](O2)(O[Si](O3)(O[Si](O4)(O5)C)C)C)C)C)C)C 1,3,5,7,9,11,13,15-octamethylpentacyclo[9.5.1.13,9.15,15.17,13]octasiloxane